ClC1=C(C(=O)C2C3(N(CC2C2=CC(=C(C=C2)O)O)C)C(NC2=CC=CC=C23)=O)C=CC(=C1)Cl (2,4-dichlorobenzoyl)-4'-(3,4-dihydroxyphenyl)-1'-methylspiro[indoline-3,2'-pyrrolidin]-2-one